3-hydroxy-phenyl-isocyanuric acid OC=1C=C(C=CC1)N1C(=O)NC(=O)NC1=O